BrC=1SC(=C(C1C(=O)O)C(=O)O)Br 2,5-dibromothiophene-3,4-dicarboxylic acid